ClC1=C(C=C(OCC(=O)NC23C[C@@H](C(CC2)(CC3)NC(=O)[C@H]3COC2=C(O3)C=CC=C2)O)C=C1)F (2R)-N-{(2S)-4-[2-(4-chloro-3-fluorophenoxy)acetamido]-2-hydroxybicyclo[2.2.2]octan-1-yl}-2,3-dihydro-1,4-benzodioxine-2-carboxamide